FC=1C=C(C=C(C1)C(=O)OC)B(O)O (3-FLUORO-5-METHOXYCARBONYLPHENYL)BORONIC ACID